(2E)-7-acetoxy-2-heptenoic acid C(C)(=O)OCCCC/C=C/C(=O)O